(2-((4-(4-ethylpiperazine-1-yl)phenyl)amino)-4-(((1s,4s)-4-(hydroxymethyl)cyclohexyl)amino)-7H-pyrrolo[2,3-d]pyrimidin-5-yl)(4-fluorophenyl)methanone C(C)N1CCN(CC1)C1=CC=C(C=C1)NC=1N=C(C2=C(N1)NC=C2C(=O)C2=CC=C(C=C2)F)NC2CCC(CC2)CO